NC1=NC(=C2N=CN(C2=N1)CC1=CC(=C(C=C1)[N+](=O)[O-])C(F)(F)F)C1=CC(=NC=C1)C#N 4-[2-amino-9-[[4-nitro-3-(trifluoromethyl)phenyl]methyl]purin-6-yl]pyridine-2-carbonitrile